1-(4-Nitrophenyl)-3-(1,4,7-triazonan-1-yl)propan-2-amine [N+](=O)([O-])C1=CC=C(C=C1)CC(CN1CCNCCNCC1)N